C1(=CCCCC1)C=1C(=C(C=NC1C)C(=O)NC1=CC(=C(C=C1)OC1=CC=NC2=CC=C(N=C12)OC)F)O 5-(Cyclohexen-1-yl)-N-[3-fluoro-4-[(6-methoxy-1,5-naphthyridin-4-yl)oxy]phenyl]-4-hydroxy-6-methylpyridine-3-carboxamide